O[C@@]1(CC[C@@]2([C@H]3CC[C@@]4([C@H](CC[C@H]4[C@@H]3CC[C@@]2(C1)C)C(CNC1=CC=CC=C1)=O)C)C)C 1-((3R,5R,8S,9S,10R,13S,14S,17S)-3-hydroxy-3,5,10,13-tetramethylhexadecahydro-1H-cyclopenta[a]phenanthren-17-yl)-2-(phenylamino)ethan-1-one